ClC1=NC=C(C(=O)OC)C(=C1)O[C@@H](C)CCO methyl (S)-6-chloro-4-((4-hydroxybutan-2-yl)oxy)nicotinate